S1C=C(C=C1)[Si](CC)(CC)CC Thiophen-3-yl-triethylsilane